3',4'-O-dimethyldihydroquercetin CC1(CC([C@H]2OC=3C=C(C=C(C3C([C@@H]2O)=O)O)O)=CC=C1OC)O